3-Fluoro-5-methyl-N'-((2,4,5,6-tetrahydro-1H-cyclobuta[f]inden-3-yl)carbamoyl)-4,5,6,7-tetrahydrothieno[3,2-c]pyridine-2-sulfonimidamide FC1=C(SC2=C1CN(CC2)C)S(=O)(N)=NC(NC2=C1C(=CC=3CCCC23)CC1)=O